5-Phenyl-pyridine-2-carboxylic acid {2-oxo-2-[4-(2-chloro-phenoxy)-piperidin-1-yl]-ethyl}-amide O=C(CNC(=O)C1=NC=C(C=C1)C1=CC=CC=C1)N1CCC(CC1)OC1=C(C=CC=C1)Cl